O1N=C(C2=C1C=CC=C2)C2CCN(CC2)CCNCCC=2C(=NN(C2)CC2=CC=C(C=C2)OC)C(=O)OC methyl 4-[2-({2-[4-(1,2-benzisoxazol-3-yl) piperidin-1-yl] ethyl} amino) ethyl]-1-[(4-methoxyphenyl) methyl]-1H-pyrazole-3-carboxylate